picolinamide-6-d N1=C(C=CC=C1[2H])C(=O)N